NC1=C(C(=NC=N1)N[C@H]1CN(C[C@@H](C1)F)C(C=C)=O)C1=CC=C(C=C1)OC1=CC=CC=C1 1-((3R,5R)-3-((6-Amino-5-(4-phenoxyphenyl)pyrimidin-4-yl)amino)-5-fluoropiperidin-1-yl)prop-2-en-1-on